4-(5-formyl-2-(tetrahydro-2H-pyran-2-yl)-2H-1,2,3-triazol-4-yl)phenoxyacetate C(=O)C=1C(=NN(N1)C1OCCCC1)C1=CC=C(OCC(=O)[O-])C=C1